C1(CCCC2=CC=CC=C12)=C([C@H]([C@H]([C@@H]([C@H](C(O)=C1CCCC2=CC=CC=C12)O)O)O)O)O di(tetrahydronaphthylidene)sorbitol